2-(2,4-dichlorophenyl)-1-oxo-tetrahydronaphthalene-6-carboxylic acid methyl ester COC(=O)C=1CC2CCC(C(C2=CC1)=O)C1=C(C=C(C=C1)Cl)Cl